1-bromo-2-ethoxy-3-fluoro-5-(prop-1-en-2-yl)benzene BrC1=C(C(=CC(=C1)C(=C)C)F)OCC